1-{4-[(2-methyl-1,3-benzothiazol-6-yl)oxy]phenyl}ethanol CC=1SC2=C(N1)C=CC(=C2)OC2=CC=C(C=C2)C(C)O